1-(pyridin-2-yl)ethylene N1=C(C=CC=C1)C=C